(S)-N-(6-(5-(difluoromethyl)-1,2,4-oxadiazol-3-yl)-2,3-dihydrobenzofuran-3-yl)-1-methyl-1H-pyrazole-5-carboxamide FC(C1=NC(=NO1)C1=CC2=C([C@@H](CO2)NC(=O)C2=CC=NN2C)C=C1)F